6-bromo-8-iodo-2-morpholino-chromen-4-one BrC=1C=C2C(C=C(OC2=C(C1)I)N1CCOCC1)=O